COCC1=CC=C(C=C1)CO (4-(methoxymethyl)phenyl)methanol